1-[(4-fluorophenyl)methyl]-4-hydroxy-N-(3-methyl-1-bicyclo[1.1.1]pentyl)-2-oxo-1,8-naphthyridine-3-carboxamide FC1=CC=C(C=C1)CN1C(C(=C(C2=CC=CN=C12)O)C(=O)NC12CC(C1)(C2)C)=O